(((1r,4r)-4-aminocyclohexyl)amino)-5'-chloro-[2,4'-bipyridine] NC1CCC(CC1)NC=1C(=NC=CC1)C1=CC=NC=C1Cl